FC(OC1=NC=CC(=C1)CNC(=O)N[C@H]1[C@@H](C1)C)F |r| 1-[[2-(difluoromethoxy)pyridin-4-yl]methyl]-3-[rac-(1r,2r)-2-methylcyclopropyl]urea